C(C=1C(C(=O)OCCCCCCC(C)C)=CC(C(=O)OCCCCCCC(C)C)=CC1)(=O)OCCCCCCC(C)C tri-isononyl trimellitate